C(C(C)C)S(=O)(=O)C1=C(OC2=C(C=C(C=C2)C2=NOC(=N2)CN2C(N(C3(C2=O)CCN(CC3)C(C(=O)O)CC=O)CCN3CCOCC3)=O)C(F)(F)F)C=CC=C1 (3-((3-(4-(2-(isobutylsulfonyl)phenoxy)-3-(trifluoromethyl)phenyl)-1,2,4-oxadiazol-5-yl)methyl)-1-(2-morpholinoethyl)-2,4-dioxo-1,3,8-triazaspiro[4.5]decan-8-yl)-4-oxobutanoic acid